FC=1C(=C(C(=CC1)F)C(C)=O)O 1-(3,6-difluoro-2-hydroxyphenyl)ethan-1-one